N1C=CC=2C1=NC=C(C2)OC2=C(C(=O)NS(=O)(=O)C1=CC(=CC=C1)[N+](=O)[O-])C=CC(=C2)N2CCN(CC2)C2COCC1=CC=CC=C21 2-((1H-pyrrolo[2,3-b]pyridin-5-yl)oxy)-4-(4-(isochroman-4-yl)piperazin-1-yl)-N-((3-nitrophenyl)sulfonyl)benzamide